(2-amino-8-(4,4-difluoropiperidin-1-yl)-1,7-naphthyridin-6-yl)-4-(2-hydroxyethylsulfonylamino)-2-(6-azaspiro[2.5]oct-6-yl)benzamide NC1=NC2=C(N=C(C=C2C=C1)C=1C(=C(C(=O)N)C=CC1NS(=O)(=O)CCO)N1CCC2(CC2)CC1)N1CCC(CC1)(F)F